4-vinylpiperidine hydrochloride Cl.C(=C)C1CCNCC1